2-[[5-bromo-2-[4-[2-[2-[2-[2-(2-oxoethoxy)ethoxy]ethoxy]ethoxy]ethylsulfamoyl]anilino]-pyrimidin-4-yl]amino]-6-fluoro-benzamide BrC=1C(=NC(=NC1)NC1=CC=C(C=C1)S(NCCOCCOCCOCCOCC=O)(=O)=O)NC1=C(C(=O)N)C(=CC=C1)F